5-fluoro-N-{2-[(3S,4R)-3-fluoro-4-methoxy-3-methylpiperidin-1-yl]pyrimidin-4-yl}-8-[(2R,3S)-3-(methanesulfonyl-methyl)-2-methylazetidin-1-yl]isoquinolin-3-amine FC1=C2C=C(N=CC2=C(C=C1)N1[C@@H]([C@H](C1)CS(=O)(=O)C)C)NC1=NC(=NC=C1)N1C[C@]([C@@H](CC1)OC)(C)F